Methyl (1RS,2SR)-2-((2-bromo-4-methylphenyl)sulfonyl)cyclopentane-1-carboxylate BrC1=C(C=CC(=C1)C)S(=O)(=O)[C@@H]1[C@H](CCC1)C(=O)OC |r|